2-(3-chloro-2-fluorophenyl)-4-[[phenylmethylsulfonyl]oxy]-5-amino-3(2H)-furanone ClC=1C(=C(C=CC1)C1OC(=C(C1=O)OS(=O)(=O)CC1=CC=CC=C1)N)F